5-(4-(quinolin-4-ylamino)but-1-yn-1-yl)furan-2-carbaldehyde oxime N1=CC=C(C2=CC=CC=C12)NCCC#CC1=CC=C(O1)C=NO